C[C@@H]1N(S(OC1)(=O)=O)C(=O)OC(C)(C)C tert-butyl (4S)-4-methyl-2,2-dioxo-1,2lambda6,3-oxathiazolidine-3-carboxylate